N1=NC(=NN=C1)C1=CC=C(C=C1)NC(CCCC(=O)O)=O 5-((4-(1,2,4,5-tetrazin-3-yl)phenyl)amino)-5-oxopentanoic acid